2-[4-[[5-[(2,6-difluoro-3,5-dimethoxyphenyl)methoxy]pyrimidin-2-yl]amino]pyrazol-1-yl]ethanol FC1=C(C(=C(C=C1OC)OC)F)COC=1C=NC(=NC1)NC=1C=NN(C1)CCO